CC1=CSS(C1C1=NC=CN=C1)=S 4-methyl-5-(2-pyrazinyl)-3-dithiacyclopentenethione